3-(((1H-pyrrolo[2,3-b]pyridin-5-yl)amino)methyl)-4-fluoro-N-(3-(trifluoromethyl)phenyl)benzamide N1C=CC=2C1=NC=C(C2)NCC=2C=C(C(=O)NC1=CC(=CC=C1)C(F)(F)F)C=CC2F